ClC=1C(=C(C=CC1F)N(C(=O)[C@H]1N(C(N(C1)CC1(CNC1)O)=O)C1=NC(=CC(=C1)C(F)(F)F)C)C)F (S)-N-(3-Chloro-2,4-difluorophenyl)-1-((3-hydroxyazetidin-3-yl)methyl)-N-methyl-3-(6-methyl-4-(trifluoromethyl)pyridin-2-yl)-2-oxoimidazolidine-4-carboxamide